5-(3-Chloro-1-methyl-1H-pyrazol-4-yl)-4'-cyclopropyl-N-(2,4-dimethoxybenzyl)-6'-methoxy-[2,5'-bipyrimidine]-4-amine ClC1=NN(C=C1C=1C(=NC(=NC1)C=1C(=NC=NC1OC)C1CC1)NCC1=C(C=C(C=C1)OC)OC)C